N-[6-Chloro-5-(2-chloro-3-fluoro-phenyl)-1,1-dioxo-4H-thieno[3,2-e][1,2,4]thiadiazin-3-yl]-N-methyl-acetamide ClC1=C(C=2NC(=NS(C2S1)(=O)=O)N(C(C)=O)C)C1=C(C(=CC=C1)F)Cl